The molecule is a kaempferol O-glucoside that is the 2''-acetyl derivative of kaempferol-3-O-beta-D-glucopyranosyl-7-O-beta-D-glucopyranoside (paeonoside). Isolated from Delphinium staphisagria, it exhibits trypanocidal activity. It has a role as a metabolite, a trypanocidal drug and a plant metabolite. It is a beta-D-glucoside, an acetate ester, a dihydroxyflavone and a kaempferol O-glucoside. It derives from a kaempferol-3-O-beta-D-glucopyranosyl-7-O-beta-D-glucopyranoside. CC(=O)O[C@@H]1[C@H]([C@@H]([C@H](O[C@H]1OC2=C(OC3=CC(=CC(=C3C2=O)O)O[C@H]4[C@@H]([C@H]([C@@H]([C@H](O4)CO)O)O)O)C5=CC=C(C=C5)O)CO)O)O